BrC1=C(C=CC=C1)C1=NN=C2SCCCN21 3-(2-bromophenyl)-6,7-dihydro-5H-[1,2,4]triazolo[3,4-b][1,3]thiazine